C1(CC\C=C/CCC1)O (Z)-cycloocta-4-en-1-ol